N1=C(C=CC=C1)C1=NC=CC=C1.[Ni] nickel (2,2'-bipyridyl)